4-((3'-Chloro-4-(4-fluorophenoxy)-[1,1'-biphenyl]-3-carboxamido)methyl)benzoic acid ClC=1C=C(C=CC1)C1=CC(=C(C=C1)OC1=CC=C(C=C1)F)C(=O)NCC1=CC=C(C(=O)O)C=C1